OC1=C(C(=CC(=C1)C)C)C1=CC=C2C=CC(=NC2=N1)CC1CC(C1)NC(C)=O N-[3-[[7-(2-hydroxy-4,6-dimethyl-phenyl)-1,8-naphthyridin-2-yl]methyl]cyclobutyl]acetamide